(4-FORMYL-1H-PYRAZOL-3-YL)-CARBAMIC ACID TERT-BUTYL ESTER C(C)(C)(C)OC(NC1=NNC=C1C=O)=O